CN(C(=O)OC=1C(=C(C=NC1C)COC1=C(OP(=O)=N[C@H](C(=O)OC(C)C)C)C=CC=C1)COC(N(C)C)=O)C (2S)-Isopropyl 2-(((5-(dimethylcarbamoyloxy)-4-((dimethylcarbamoyloxy)methyl)-6-methylpyridin-3-yl)methoxy)(phenoxy)phosphorylamino)propanoate